N-((3R,4S)-4-((7-(2,6-dichloro-3,5-dimethoxyphenyl)-5-(3-methoxy-3-methylpyrrolidin-1-yl)-2,6-naphthyridin-3-yl)amino)tetrahydrofuran-3-yl)acrylamide ClC1=C(C(=C(C=C1OC)OC)Cl)C1=NC(=C2C=C(N=CC2=C1)N[C@H]1[C@H](COC1)NC(C=C)=O)N1CC(CC1)(C)OC